C(C(C)C)[Si](N([Si](CC(C)C)(CC(C)C)CC(C)C)CCCCCCCC)(CC(C)C)CC(C)C N,N-bis(triisobutylsilyl)octylamine